BrC1=CC=C(C=C1)[C@@]12OC3=C([C@@]1([C@@H]([C@@H]([C@H]2C2=CC=CC=C2)C(=O)NS(=O)(=O)N2CC(C2)C)O)O)C(=CC(=C3)OC)OC (1R,2R,3S,3aR,8bS)-3a-(4-bromophenyl)-1,8b-dihydroxy-6,8-dimethoxy-N-((3-methylazetidin-1-yl)sulfonyl)-3-phenyl-2,3,3a,8b-tetrahydro-1H-cyclopenta[b]benzofuran-2-carboxamide